ClC1=C(C(=CC=C1)Cl)N1CC(C1)C=1C=C(C(=NC1C)CN1CCC(CC1)C(=O)OC)C methyl 1-((5-(1-(2,6-dichlorophenyl)azetidin-3-yl)-3,6-dimethylpyridin-2-yl)methyl)-piperidine-4-carboxylate